FC(C(=O)O)(F)F.N[C@H](C(=O)N[C@H](C(=O)NCC1=CC=CC2=CC=CC=C12)COC)CC(=O)NC(C)(C)C (S)-2-amino-N4-(tert-butyl)-N1-((S)-3-methoxy-1-((naphthalen-1-ylmethyl)amino)-1-oxopropan-2-yl)succinamide 2,2,2-trifluoroacetate